Cl.C[C@H]1[C@H](NC[C@@H](O1)C)CNC1=NC=C(C=N1)C(F)(F)F N-(((2S,3R,6S)-2,6-dimethylmorpholin-3-yl)methyl)-5-(trifluoromethyl)pyrimidin-2-amine hydrochloride